ClC1=CC=C2C(=CN(C2=C1F)C#C[Si](C(C)C)(C(C)C)C(C)C)C=1C=NN(C1)C1OCCCC1 2-[6-chloro-7-fluoro-3-(1-tetrahydropyran-2-ylpyrazol-4-yl)indol-1-yl]ethynyl-triisopropyl-silane